(Z)-5-(bromomethyl)-1,3-bis(2-((tert-butyldimethylsilyl)oxy)ethyl)imidazoline BrCC1CN(CN1CCO[Si](C)(C)C(C)(C)C)CCO[Si](C)(C)C(C)(C)C